morpholine sodium salt [Na].N1CCOCC1